4-(difluoromethoxy)picolinic acid FC(OC1=CC(=NC=C1)C(=O)O)F